C(C1CCC(CC1)N)C1CCC(CC1)N 4,4'-methylenedicyclohexaneamine